2-(3,5-difluorophenyl)-5-methyl-piperidine FC=1C=C(C=C(C1)F)C1NCC(CC1)C